5-[3-[(cyclopropylamino)methyl]-3-fluoro-azetidin-1-yl]-N-(2,8-dimethylimidazo[1,2-a]pyrazin-6-yl)pyrazine-2-carboxamide C1(CC1)NCC1(CN(C1)C=1N=CC(=NC1)C(=O)NC=1N=C(C=2N(C1)C=C(N2)C)C)F